CCCCCCCC/C=C\\CCOS(=O)(=O)[O-] The molecule is an organosulfate oxoanion that is the conjugate base of (3Z)-dodec-3-en-1-yl hydrogen sulfate. It has been isolated from Daphnia pulex and has been shown to cause morphological changes in the green alga Scenedesmus gutwinskii. It has a role as a kairomone and a Daphnia pulex metabolite. It is a conjugate base of a (3Z)-dodec-3-en-1-yl hydrogen sulfate.